2-[1-[2-(2-methoxyphenyl)-2-(oxetan-4-yloxy)ethyl]-5-methyl-6-(1,3-oxazol-2-yl)-2,4-dioxo-1h,2h,3h,4h-thieno[2,3-d]pyrimidin-3-yl]-2-methylpropanoic acid COC1=C(C=CC=C1)C(CN1C(N(C(C2=C1SC(=C2C)C=2OC=CN2)=O)C(C(=O)O)(C)C)=O)OC2CCO2